Cl.[C@@H]12NCC[C@H]2N(C1)C1=C(C=NC2=C(C(=NC=C12)C1=CC(=CC2=CC=CC(=C12)C#C[Si](C(C)C)(C(C)C)C(C)C)O)F)Cl 4-(4-((1R,5R)-2,6-diazabicyclo[3.2.0]heptan-6-yl)-3-chloro-8-fluoro-1,6-naphthyridin-7-yl)-5-((triisopropylsilyl)ethynyl)naphthalen-2-ol hydrochloride